N-(3-(fluoromethyl)oxetan-3-yl)-4-(4-(pyrrolidine-1-carbonyl)piperazin-1-yl)-1H-indazole-6-sulfonamide FCC1(COC1)NS(=O)(=O)C1=CC(=C2C=NNC2=C1)N1CCN(CC1)C(=O)N1CCCC1